N1C=CC2=C1CCC(CCCC2)=O pyrrolo-cyclononan-8-one